COC1C[C@H]2CC[C@@H](C1)N2 (1R,3S,5S)-3-methoxy-8-azabicyclo[3.2.1]octan